5-(7-fluoro-5-methyl-2,5-diazaspiro[3.4]oct-2-yl)-6-methoxyquinazolin-4-amine FC1CN(C2(CN(C2)C2=C3C(=NC=NC3=CC=C2OC)N)C1)C